(1S,2R)-1-Hydroxy-1,2,3,4-tetrahydronaphthalin-2-yl-carbamat O[C@@H]1[C@@H](CCC2=CC=CC=C12)NC([O-])=O